FC(C=1C=CC(=NC1)OC1CCC(CC1)C(=O)N)(F)F 4-{[5-(trifluoromethyl)pyridin-2-yl]oxy}cyclohexane-1-carboxamide